2-(2-bromo-5-ethyl-7-oxo-6-(piperazin-1-yl)thiazolo[5,4-b]pyridin-4(7H)-yl)-N-(2-chloro-4-(trifluoromethyl)phenyl)acetamide trifluoroacetate FC(C(=O)O)(F)F.BrC=1SC=2N(C(=C(C(C2N1)=O)N1CCNCC1)CC)CC(=O)NC1=C(C=C(C=C1)C(F)(F)F)Cl